N1=C(C=CC=C1)COC1=CC=C(C=C1)CCN 2-(4-(pyridin-2-ylmethoxy)phenyl)ethanamine